C(C)(C)OC1=NC=2N(C=C1C(=O)NC=1C=NN3C1N=CC(=C3)C)C=C(N2)[C@@]23CO[C@@](CC2)(C3)C 7-Isopropoxy-2-((1S,4R)-1-methyl-2-oxabicyclo[2.2.1]hept-4-yl)-N-(6-methylpyrazolo[1,5-a]pyrimidin-3-yl)-imidazo[1,2-a]pyrimidine-6-carboxamide